C1(=CC=CC=C1)P(C(C1=C(C=C(C=C1C)C)C)=O)(C1=CC=CC=C1)=O diphenyl-(2,4,6-tri(methyl)benzoyl)phosphine oxide